CN1C(C=C(C2=CC=CC=C12)\C=C\C1=CC=C(C=C1)N1CCN(CC1)C)\C=C\1/SC2=C(N1C)C=CC=C2 1-methyl-2-((Z)-(3-methylbenzo[d]thiazol-2(3H)-ylidene)methyl)-4-((E)-4-(4-methylpiperazin-1-yl)styryl)quinoline